BrC=1C(=NN(C1)C(=C)C)F 4-bromo-3-fluoro-1-(prop-1-en-2-yl)pyrazole